N-(1-(2-hydroxyethyl)-2-(6-methylpyrimidin-4-yl)-1H-pyrrolo[3,2-c]pyridin-6-yl)cyclopropanecarboxamide OCCN1C(=CC=2C=NC(=CC21)NC(=O)C2CC2)C2=NC=NC(=C2)C